ClC=1N=CC2=C(C=CC(=C2C1)C(C)C)N1[C@H]([C@@H](C1)C1=NN=CN1C)C |r| Trans-rac-3-chloro-5-isopropyl-8-(2-methyl-3-(4-methyl-4H-1,2,4-triazol-3-yl)azetidin-1-yl)isoquinoline